COC(C1=CC(=C(C=C1)[N+](=O)[O-])SCC(=O)OCC)=O 3-((2-ethoxy-2-oxoethyl)thio)-4-nitrobenzoic acid methyl ester